NCC(CN1N=CN(C1=O)C=1C=C(C(=NC1)C=1C=C2CCC(N(C2=CC1)C)=O)C)=C(F)F 6-[5-[1-[2-(aminomethyl)-3,3-difluoro-allyl]-5-oxo-1,2,4-triazol-4-yl]-3-methyl-2-pyridyl]-1-methyl-3,4-dihydroquinolin-2-one